FC(C=1C(=C(C=CC1)[C@@H](C)NC=1C2=C(N=C(N1)C)C=NC(=C2)N2C[C@@H](CC2)NC(=O)C2CN(C2)C)F)F N-{(3R)-1-[4-({(1R)-1-[3-(difluoromethyl)-2-fluorophenyl]ethyl}amino)-2-methylpyrido[3,4-d]pyrimidin-6-yl]pyrrolidin-3-yl}-1-methylazetidine-3-carboxamide